N-methyl-4-pyridylporphyrin CN1C2=CC(=C1C=C1C=CC(C=C3C=CC(=CC=4C=CC(=C2)N4)N3)=N1)C1=CC=NC=C1